monomethoxyflavone COC1=C(OC2=CC=CC=C2C1=O)C1=CC=CC=C1